C(C)N1CCN(CC1)C(=O)C1CCN(CC1)C1=NN=CC=2C1=NN(C2)C2=CC=C(C=C2)C (4-ethylpiperazin-1-yl)(1-(2-(p-tolyl)-2H-pyrazolo[3,4-d]pyridazin-7-yl)piperidin-4-yl)methanone